C(C)(C)N1N2C(C=C(C1=O)C(=O)N)=CC=C2 1-isopropyl-2-oxo-1,2-dihydropyrrolo[1,2-b]pyridazine-3-carboxamide